4-(3-((tert-butyl-dimethyl-silyl)oxy)propoxy)-3-nitro-2-(prop-1-en-2-yl)pyridine C(C)(C)(C)[Si](OCCCOC1=C(C(=NC=C1)C(=C)C)[N+](=O)[O-])(C)C